5-bromo-6-hydrazino-4-(1,3-oxazol-2-yl)-1,6-dihydropyrimidin-2-amine BrC1=C(N=C(NC1NN)N)C=1OC=CN1